6-naphthalic acid cyclohexylamide C1(CCCCC1)NC(=O)C=1C=C2C=CC=CC2=CC1